4-amino-7-chloro-N-(1-methyl-1H-pyrazol-4-yl)-N-((6-(trifluoromethyl)-3-pyridazinyl)methyl)-1,3-dihydrofuro[3,4-c]quinoline-8-carboxamide NC1=NC=2C=C(C(=CC2C2=C1COC2)C(=O)N(CC=2N=NC(=CC2)C(F)(F)F)C=2C=NN(C2)C)Cl